(E)-6-(2-((2,6-diisopropylphenyl)imino)ethyl)imidazo[1,2-c]quinazolin-5(6H)-one C(C)(C)C1=C(C(=CC=C1)C(C)C)\N=C\CN1C(N2C(C=3C=CC=CC13)=NC=C2)=O